SC(C(=O)OCCCCCCCCCCCCCCCCCC)C octadecyl mercaptopropionate